Tetramethyl-ammonium sulfate S(=O)(=O)([O-])[O-].C[N+](C)(C)C.C[N+](C)(C)C